sodium 6-methoxy-2-methyl-3-(3,4,5-trimethoxybenzoyl)benzofuran-7-yl phosphate P(=O)(OC1=C(C=CC=2C(=C(OC21)C)C(C2=CC(=C(C(=C2)OC)OC)OC)=O)OC)([O-])[O-].[Na+].[Na+]